(1r,3r)-3-(2-methyl-1,7-dioxo-4-(((2,4,6-triisopropylphenyl)sulfonyl)oxy)-1,7-dihydropyrido[3,4-d]pyridazin-6(2H)-yl)cyclobutyl acetate C(C)(=O)OC1CC(C1)N1C=C2C(=NN(C(C2=CC1=O)=O)C)OS(=O)(=O)C1=C(C=C(C=C1C(C)C)C(C)C)C(C)C